(R)-1-(4-methoxyphenyl)-1-(5-pyrimidinyl)-1-ethanol COC1=CC=C(C=C1)[C@@](C)(O)C=1C=NC=NC1